N-(4-(difluoromethoxy)phenyl)carboxamide FC(OC1=CC=C(C=C1)NC=O)F